4-[5-(1,3-Dioxolan-2-yl)pyridin-2-yl]phenyl trifluoromethanesulfonate FC(S(=O)(=O)OC1=CC=C(C=C1)C1=NC=C(C=C1)C1OCCO1)(F)F